methyl 1-[[2-benzyloxy-1-(5-fluoro-3-pyridyl)-2-oxo-ethyl]-(4-tert-butylphenyl)carbamoyl]azetidine-2-carboxylate C(C1=CC=CC=C1)OC(C(C=1C=NC=C(C1)F)N(C(=O)N1C(CC1)C(=O)OC)C1=CC=C(C=C1)C(C)(C)C)=O